(2S,3R,4S)-2-[(2,2'-difluoro[1,1'-biphenyl]-3-yl)methyl]-4-fluoro-3-[(methanesulfonyl)amino]-N,N-dimethylpyrrolidine-1-carboxamide FC1=C(C=CC=C1C[C@@H]1N(C[C@@H]([C@@H]1NS(=O)(=O)C)F)C(=O)N(C)C)C1=C(C=CC=C1)F